4-(4-ethylphenyl)-3-thiosemicarbazide C(C)C1=CC=C(C=C1)NC(NN)=S